(5,5-dimethyl-silafluorene-1-yl)boric acid CC1(C2=C3C=CC=[Si](C3=CC2=CC=C1)OB(O)O)C